COC1OC(C=C1C(=O)O)OC.C1(=CC=CC=C1)C(NS(=O)(=O)C1=CC=C(C=C1)OC(F)(F)F)C1CCNCC1 N-(phenyl-(piperidin-4-yl)methyl)-4-(trifluoromethoxy)benzenesulfonamide 2,5-dimethoxy-2,5-dihydro-furan-3-carboxylate